2,4-di(9'H-[9,3':6',9''-tercarbazol]-9'-yl)-5-(2,6-dimethylpyridin-4-yl)benzonitrile C1=CC=CC=2C3=CC=CC=C3N(C12)C=1C=CC=2N(C3=CC=C(C=C3C2C1)N1C2=CC=CC=C2C=2C=CC=CC12)C1=C(C#N)C=C(C(=C1)N1C2=CC=C(C=C2C=2C=C(C=CC12)N1C2=CC=CC=C2C=2C=CC=CC12)N1C2=CC=CC=C2C=2C=CC=CC12)C1=CC(=NC(=C1)C)C